N-(2-methylpropyl)-2,4,8,10-tetradecatetraenamide CC(CNC(C=CC=CCCC=CC=CCCC)=O)C